3-(6-(prop-1-yn-1-yl)-5-(trifluoromethyl)pyridazin-3-yl)imidazolidine-1-carboxylic acid tert-butyl ester C(C)(C)(C)OC(=O)N1CN(CC1)C=1N=NC(=C(C1)C(F)(F)F)C#CC